dioxolo[4,5-b]xanthen-10-one O1COC=2C1=CC=1C(C3=CC=CC=C3OC1C2)=O